4-ethylbenzoic acid-3-fluoro-4-cyanophenyl ester FC=1C=C(C=CC1C#N)OC(C1=CC=C(C=C1)CC)=O